4,6-dichloro-N-hydroxy-2,3-dihydro-1H-indene-1-carboxamidine ClC1=C2CCC(C2=CC(=C1)Cl)C(=N)NO